C1(CC1)N1C=C(C2=C1N=CN(C2=O)CC)I 7-Cyclopropyl-3-ethyl-5-iodo-3,7-dihydro-4H-pyrrolo[2,3-d]pyrimidin-4-one